C(C)(C)(C)OC(=O)N1CC(CCC1)NC1COCC1 3-[(oxolan-3-yl)amino]Piperidine-1-carboxylic acid tert-butyl ester